tert-butyl N-[(9S,13S)-3-methyl-8-oxo-9-(propan-2-yl)-3,4,7,15-tetraazatricyclo[12.3.1.02,6]octadeca-1(18),2(6),4,14,16-pentaen-13-yl]carbamate CN1C=2C=3C=CN=C([C@H](CCC[C@H](C(NC2C=N1)=O)C(C)C)NC(OC(C)(C)C)=O)C3